5-(2-chloro-6-fluorophenoxy)-6-fluoro-3-(((3-fluoropyridin-2-yl)methyl)amino)-4H-benzo[e][1,2,4]thiadiazine 1,1-dioxide ClC1=C(OC2=C(C=CC3=C2NC(=NS3(=O)=O)NCC3=NC=CC=C3F)F)C(=CC=C1)F